COC1=NC(=CC=C1NC(=O)C=1C(=NOC1C)C1=CC=CC=C1)C1=CN=NN1C (2-methoxy-6-(1-methyl-1H-1,2,3-triazol-5-yl)pyridin-3-yl)-5-methyl-3-phenylisoxazole-4-carboxamide